4-((2,5-dimethyl-4,5-dihydro-[1,2,4]triazolo[1,5-a]quinoxalin-6-yl)amino)-N-(methyl-d3)pyridazine-3-carboxamide CC1=NN2C(CN(C3=C(C=CC=C23)NC2=C(N=NC=C2)C(=O)NC([2H])([2H])[2H])C)=N1